C(N)(C1=CC=CC=C1)C(N)C1=CC=CC=C1 (rac)-diphenylethylenediamine